C(C)(C)(C)OC(=O)N[C@H](C(=O)OC)C1CCC(CC1)F Methyl (2S)-2-((tert-butoxycarbonyl)amino)-2-(4-fluorocyclohexyl)acetate